N1=C(C=CC=C1)N1CCN(CC1)C1=NC=CC(=N1)N 2-(4-(pyridin-2-yl)piperazin-1-yl)pyrimidin-4-amine